2-(7-((2S,5R)-2,5-dimethyl-4-((R)-1-(3-methylquinoxalin-6-yl)ethyl)piperazin-1-yl)-4-methyl-5-oxo-4,5-dihydro-2H-pyrazolo[4,3-b]pyridin-2-yl)acetonitrile C[C@@H]1N(C[C@H](N(C1)[C@H](C)C=1C=C2N=C(C=NC2=CC1)C)C)C=1C=2C(N(C(C1)=O)C)=CN(N2)CC#N